2-(2,4-dimethoxyquinazolin-7-yl)oxolane-2-ol COC1=NC2=CC(=CC=C2C(=N1)OC)C1(OCCC1)O